Ethyl-2-amino-4-methylthiophene C(C)C1=C(SC=C1C)N